(R)-(4-((1-butylpyrrolidin-3-yl)oxy)phenyl)(6-hydroxy-2-(4-hydroxyphenyl)benzo[b]thiophen-3-yl)methanone C(CCC)N1C[C@@H](CC1)OC1=CC=C(C=C1)C(=O)C=1C2=C(SC1C1=CC=C(C=C1)O)C=C(C=C2)O